6-methyl-2-vinylnicotinic acid CC1=NC(=C(C(=O)O)C=C1)C=C